Cl.CN(N)C 1,1-dimethylhydrazine hydrochloride